FC1(CNCC[C@H]1C1=CC2=C(N(C(N2C)=O)C2C(NC(CC2)=O)=O)C=C1)F 3-(5-((S)-3,3-difluoropiperidin-4-yl)-3-methyl-2-oxo-2,3-dihydro-1H-benzo[d]imidazol-1-yl)piperidine-2,6-dione